CN1N=C(C(=C1C)C=C)C(C(C)(C)C)=O 1-(1,5-dimethyl-4-vinyl-1H-pyrazol-3-yl)-2,2-dimethylpropan-1-one